(1s,4s)-4-(((2-(2,6-dioxopiperidin-3-yl)-1,3-dioxoisoindolin-4-yl)amino)methyl)cyclohexane-1-carboxylic acid O=C1NC(CCC1N1C(C2=CC=CC(=C2C1=O)NCC1CCC(CC1)C(=O)O)=O)=O